O[C@@H](C)[C@H](CC)N1N=CNC1=O 1-((2S,3S)-2-hydroxypentan-3-yl)-1H-1,2,4-triazol-5(4H)-one